2,2'-(1,4-phenylene)bis[5,5-dimethyl-1,3,2-dioxaborole] C1(=CC=C(C=C1)B1OC(CO1)(C)C)B1OC(CO1)(C)C